NC=1C=C(C=CC1F)NC(OC(C)(C)C)=O t-butyl (3-amino-4-fluorophenyl)carbamate